tert-butyl 3-[2-chloro-8-fluoro-7-[3-(methoxymethoxy)-1-naphthyl]-6-vinyl-quinazolin-4-yl]-3,8-diazabicyclo[3.2.1]octane-8-carboxylate ClC1=NC2=C(C(=C(C=C2C(=N1)N1CC2CCC(C1)N2C(=O)OC(C)(C)C)C=C)C2=CC(=CC1=CC=CC=C21)OCOC)F